CC=1C(=NC=C(C1)C)C1CCN(CC1)C(=O)C1=CC=C(C=C1)[C@@]1(C(NC(N1)=O)=O)CC (R)-5-[4-(3,5-dimethyl-3',4',5',6'-tetrahydro-2'H-[2,4']bipyridinyl-1'-carbonyl)phenyl]-5-ethylimidazolidine-2,4-dione